6-Azaspiro[2.5]octane-6-carboxylic acid tert-butyl ester C(C)(C)(C)OC(=O)N1CCC2(CC2)CC1